COCCNC(=NC1CCCCC1)NC1CCCCC1 1-(2-methoxyethyl)-2,3-dicyclohexylguanidine